di-n-propyl (1-n-pentylbenzylidene)malonate C(CCCC)C1(C=C(C(=O)OCCC)C(=O)OCCC)CC=CC=C1